(R or S)-1-cyclopropyl-4-((6-(2-hydroxy-6-methyl-4-(trifluoromethyl)phenyl)-3-methyl-2H-pyrazolo[3,4-b]pyridin-2-yl)methyl)pyrrolidin-2-one C1(CC1)N1C(C[C@H](C1)CN1N=C2N=C(C=CC2=C1C)C1=C(C=C(C=C1C)C(F)(F)F)O)=O |o1:6|